C(C=C)(=O)OCC(CN(C)C)(C)C 3-dimethylamino-2,2-dimethylpropyl acrylate